tert-butyl 3-(4-(1-(2,6-bis(benzyloxy)pyridin-3-yl)-3-methyl-2-oxo-2,3-dihydro-1H-benzo[d]imidazol-5-yl)phenyl)propanoate C(C1=CC=CC=C1)OC1=NC(=CC=C1N1C(N(C2=C1C=CC(=C2)C2=CC=C(C=C2)CCC(=O)OC(C)(C)C)C)=O)OCC2=CC=CC=C2